3-(4-fluorophenyl)propylamine FC1=CC=C(C=C1)CCCN